6-amino-4-methyl-4a,8a-dihydroisoquinolin-1(2H)-one NC1=CC2C(=CNC(C2C=C1)=O)C